C[C@]1(NCCC1)C(=O)N (2R)-2-methylpyrrolidine-2-carboxamide